(Z)-N'-isobutyl-4-(1,4,4,4-tetrafluoro-3-(3,4,5-trichlorophenyl)but-1-en-1-yl)-2-(trifluoromethyl)benzoyl-hydrazine C(C(C)C)NNC(C1=C(C=C(C=C1)/C(=C/C(C(F)(F)F)C1=CC(=C(C(=C1)Cl)Cl)Cl)/F)C(F)(F)F)=O